C1=CC=C(C=2OC3=CC=CC=C3SC12)S(=O)(=O)C1=CC=C(C=C1)NC(=O)NCC=1C=NC=CC1 1-[4-(phenoxathiine-4-sulfonyl)phenyl]-3-(pyridin-3-ylmethyl)urea